C(=C)OOC(C1=CC=CC=C1)(C1=CC=CC=C1)C1=CC=CC=C1 vinyltrityl peroxide